[Zn+2].C(CCCCCCCCCCC)(=O)NCCC(=O)[O-].C(CCCCCCCCCCC)(=O)NCCC(=O)[O-] N-lauroyl-β-alanine zinc salt